FC1=CC(=CC=2N(C(=NC21)C2=CC=C(C=C2)S(=O)(=O)C)C)C2CCN(CC2)C2CCN(CCC2)C2COC2 4-Fluoro-1-methyl-2-(4-(methylsulfonyl)phenyl)-6-(1-(1-(oxetan-3-yl)azepan-4-yl)piperidin-4-yl)-1H-benzo[d]imidazol